(±)-4-{[(1R*,3R*)-3-hydroxycyclopentyl]amino}-2-(methylsulfanyl)-pyrimidine-5-carbaldehyde O[C@H]1C[C@@H](CC1)NC1=NC(=NC=C1C=O)SC |r|